6-methyl-2,6-diaminopurine CC1(C2=NC=NC2=NC(=N1)N)N